C(C=C)(=O)N1CC2C(C1)CN(C2)C=2C1=C(N(C(N2)=O)C=2C(=NC=CC2C)C(C)C)N=C(C(=C1)C#N)C1=C(C=CC=C1)OC (5-Acryloylhexahydropyrrolo[3,4-c]pyrrol-2(1H)-yl)-1-(2-isopropyl-4-methylpyridin-3-yl)-7-(2-methoxyphenyl)-2-oxo-1,2-dihydropyrido[2,3-d]pyrimidine-6-carbonitrile